N=1ON=C2C1C=CC(=C2)COC2=C(C=O)C=C(C(=N2)O)Cl 2-(benzo[c][1,2,5]oxadiazol-5-ylmethoxy)-5-chloro-6-hydroxynicotinaldehyde